linoleoyl-CoA C(CCCCCCC\C=C/C\C=C/CCCCC)(=O)SCCNC(CCNC([C@@H](C(COP(OP(OC[C@@H]1[C@H]([C@H]([C@@H](O1)N1C=NC=2C(N)=NC=NC12)O)OP(=O)(O)O)(=O)O)(=O)O)(C)C)O)=O)=O